6-methyl-5-(1-morpholinoethyl)indolizine-7-amide tert-butyl-(2-chloro-4-fluoro-3-iodophenyl)((3-ethoxyazetidin-1-yl)sulfonyl)carbamate C(C)(C)(C)C1N(CC1OCC)S(=O)(=O)N(C(O)=O)C1=C(C(=C(C=C1)F)I)Cl.CC1=C(N2C=CC=C2C=C1C(=O)N)C(C)N1CCOCC1